methyl (2S)-3,3,3-trideuterio-2-(iodomethyl)propanoate [2H]C([C@@H](C(=O)OC)CI)([2H])[2H]